C(#N)C1=CC=C(C=C1)C1=CN=C2N1C=C(N=C2)C2=CC=C(C(=O)N1CCC(CC1)CCNC(OC(C)(C)C)=O)C=C2 tert-butyl 2-(1-(4-(3-(4-cyanophenyl)imidazo[1,2-a]pyrazin-6-yl)benzoyl)piperidin-4-yl)ethylcarbamate